(trimethylsilyl)-4-methylbenzyl chloride C[Si](C)(C)C(C1=CC=C(C=C1)C)Cl